C1(=CC=CC=C1)NC(=O)NC(NC=1C=C(C=CC1)S(=O)(=O)OC1=CC=C(C=C1)C)=O 4-tolyl 3-[(phenylcarbamoyl) ureido]phenylsulfonate